4-(3-piperazin-1-yl-1-piperidinyl)-3-pyrimidin-5-yl-1H-pyrrolo[2,3-b]pyridine N1(CCNCC1)C1CN(CCC1)C1=C2C(=NC=C1)NC=C2C=2C=NC=NC2